(1r,4r)-4-(formamidomethyl)cyclohexane-1-carboxylic acid C(=O)NCC1CCC(CC1)C(=O)O